C(CC)(=O)OC1=CC=C(C(=C1)C(C)(C)C)O 5-tertiary butyl-4-hydroxyphenyl propionate